tert-butyl N-{3-[2-(4-{3-[(3-chloro-2-methoxyphenyl)amino]-4-oxo-1H,5H,6H,7H-pyrrolo[3,2-c]pyridin-2-yl}pyridin-3-yl)ethynyl]oxolan-3-yl}carbamate ClC=1C(=C(C=CC1)NC1=C(NC2=C1C(NCC2)=O)C2=C(C=NC=C2)C#CC2(COCC2)NC(OC(C)(C)C)=O)OC